(2-Chlorotrityl) (R)-4-(((S)-1-amino-6-((2-nitrophenyl) sulfonamido)hexan-2-yl)(methyl)amino)-3-benzyl-4-oxobutanoate NC[C@H](CCCCNS(=O)(=O)C1=C(C=CC=C1)[N+](=O)[O-])N(C([C@@H](CC(=O)OC(C1=C(C=CC=C1)Cl)(C1=CC=CC=C1)C1=CC=CC=C1)CC1=CC=CC=C1)=O)C